C(C)N1N=C(C=C1)C=1C=C(C=C(C1)C=1C=NN(C1)C)[C@@H](C)NC(C1=C(C=CC(=C1)N1C[C@H]2CC[C@@H](C1)N2C)C)=O N-((R)-1-(3-(1-ethyl-1H-pyrazol-3-yl)-5-(1-methyl-1H-pyrazol-4-yl)phenyl)ethyl)-2-methyl-5-((1R,5S)-8-methyl-3,8-diazabicyclo[3.2.1]octan-3-yl)benzamide